N-((3,4-dichlorophenyl)(methyl)(oxo)-λ6-sulfaneylidene)-2-(6-(5-(trifluoromethyl)-1,2,4-oxadiazol-3-yl)imidazo[1,2-a]pyridin-2-yl)acetamide ClC=1C=C(C=CC1Cl)S(=NC(CC=1N=C2N(C=C(C=C2)C2=NOC(=N2)C(F)(F)F)C1)=O)(=O)C